(S)-5-(7-(difluoromethoxy)-5-oxa-2-azaspiro[3.4]octan-2-yl)-2-((5-methyl-3-(6-methylpyridazin-3-yl)isoxazol-4-yl)methyl)pyridazin-3(2H)-one FC(O[C@@H]1COC2(CN(C2)C2=CC(N(N=C2)CC=2C(=NOC2C)C=2N=NC(=CC2)C)=O)C1)F